S1C(=CC=C1C=O)C=1SC(=CC1)C=O [2,2'-bithiophene]-5,5'-Di-formaldehyde